Br[C@@H](C(=O)[O-])CC(C)C (R)-2-bromo-4-methylpentanoate